C(CCCCCCCCCCCCCCCCCCC)(=O)C(O)(C[N+](C)(C)C)CC([O-])=O eicosoyl-carnitine